4-[(4R,10bS)-2-benzyl-4-methyl-3,4,6,10b-tetrahydro-1H-pyrazino[2,1-a]isoindol-8-yl]-3,6-dihydro-2H-pyridine-1-carboxylic acid tert-butyl ester C(C)(C)(C)OC(=O)N1CCC(=CC1)C=1C=C2CN3[C@@H](C2=CC1)CN(C[C@H]3C)CC3=CC=CC=C3